3-bromo-2,4-difluorophenol BrC=1C(=C(C=CC1F)O)F